1λ6-thia-6-azaspiro[3.3]Heptane-1,1-dione S1(CCC12CNC2)(=O)=O